(ethoxy)trimethylolpropane tris(3-mercaptopropionate) SCCC(=O)O.SCCC(=O)O.SCCC(=O)O.C(C)OC(C(CO)(CO)CO)C